Cl.FC1C(CNCC1)O 4-fluoropiperidin-3-ol hydrochloride